FC(CC(=O)[O-])(F)F.[Na+] sodium 3,3,3-trifluoropropanoate